O[C@@H]1CC[C@H](CC1)SCC1=NC2=CC=CC=C2C(N1)=O ((((trans)-4-hydroxycyclohexyl)thio)methyl)quinazolin-4(3H)-one